(E)-2-(2,6-dioxopiperidin-3-yl)-4-((5-(4-(5-((7-styrylpyrrolo[2,1-f][1,2,4]triazin-2-yl)amino)pyridin-2-yl)piperazin-1-yl)pentyl)oxy)isoindolin-1,3-dione O=C1NC(CCC1N1C(C2=CC=CC(=C2C1=O)OCCCCCN1CCN(CC1)C1=NC=C(C=C1)NC1=NN2C(C=N1)=CC=C2\C=C\C2=CC=CC=C2)=O)=O